(((tert-butyldimethylsilyl)oxy)methyl)cyclopropanecarbaldehyde [Si](C)(C)(C(C)(C)C)OCC1(CC1)C=O